C(SSCC=1OC=CC1)C=1OC=CC1 2,2'-[dithiobis(methylene)]bis-furan